thiazol-4-yl-[4-[5-(trifluoromethyl)-1,2,4-oxadiazol-3-yl]phenyl]methanone ethyl-(E)-3-pyrrolidin-1-ylbut-2-enoate C(C)OC(\C=C(/C)\N1CCCC1)=O.S1C=NC(=C1)C(=O)C1=CC=C(C=C1)C1=NOC(=N1)C(F)(F)F